cyclohexylmethyl 3-{[2-(4-chlorophenyl) imidazo[1,2-a]pyrimidin-3-yl] methyl}-3,8-diazabicyclo[3.2.1]octane-8-carboxylate ClC1=CC=C(C=C1)C=1N=C2N(C=CC=N2)C1CN1CC2CCC(C1)N2C(=O)OCC2CCCCC2